[Ta].[Cr] chromium-tantalum